methyl 1-(5-(1-(3-fluorophenyl)azetidin-3-yl)-2,3-dihydro-1H-inden-1-yl)azetidine-3-carboxylate FC=1C=C(C=CC1)N1CC(C1)C=1C=C2CCC(C2=CC1)N1CC(C1)C(=O)OC